(S)-6-(2-(3-((2-methoxy-4-(methylsulfonyl)phenyl)amino)prop-1-yn-1-yl)-3-(2,2,2-trifluoroethyl)imidazo[1,2-a]pyridin-8-yl)-4-methylpiperazin-2-one COC1=C(C=CC(=C1)S(=O)(=O)C)NCC#CC=1N=C2N(C=CC=C2[C@H]2CN(CC(N2)=O)C)C1CC(F)(F)F